C(C)(C)C1=C(N=C2N1C=CC(=C2)C(=O)O)CC2=C(C=CC=C2)OC(F)(F)F 3-isopropyl-2-(2-(trifluoromethoxy)benzyl)imidazo[1,2-a]pyridine-7-carboxylic acid